C(#N)C=1C=NN(C1)C1CCN(CC1)C(=O)OC(C)(C)C tert-butyl 4-(4-cyano-1H-pyrazol-1-yl)piperidine-1-carboxylate